2-(3-(4-bromophenyl)oxetan-3-yl)acetic acid BrC1=CC=C(C=C1)C1(COC1)CC(=O)O